6-(4-(3-(3-fluoro-4-(trifluoromethyl)phenyl)-1-isobutyl-1H-pyrrolo[2,3-b]pyridine-6-carbonyl)-3,3-dimethylpiperazin-1-yl)-2,4-dimethylnicotinic acid FC=1C=C(C=CC1C(F)(F)F)C1=CN(C2=NC(=CC=C21)C(=O)N2C(CN(CC2)C2=NC(=C(C(=O)O)C(=C2)C)C)(C)C)CC(C)C